Ethyl (S)-3-(4-fluoro-2',4',5-trimethyl-6'-(pent-4-en-1-yloxy)-[1,1'-biphenyl]-3-yl)-3-((R)-2-((methylsulfonyl)oxy)pent-4-enamido)propanoate FC1=C(C=C(C=C1C)C1=C(C=C(C=C1OCCCC=C)C)C)[C@H](CC(=O)OCC)NC([C@@H](CC=C)OS(=O)(=O)C)=O